E-2,3-dichloro-5,8-dihydroxy-1,4-naphthoquinone ClC=1C(C2=C(C=CC(=C2C(C1Cl)=O)O)O)=O